1-(5-methylpyrazin-2-yl)methylamine hydrochloride Cl.CC=1N=CC(=NC1)CN